ClC1=CC2=C(C=N1)N(C(=N2)C2=NC=CC=C2F)[C@@H]2C[C@@H](CCC2)NC(OC(C)(C)C)=O tert-butyl ((1R,3S)-3-(6-chloro-2-(3-fluoropyridin-2-yl)-3H-imidazo[4,5-c]pyridin-3-yl)cyclohexyl)carbamate